4-amino-N-((4S)-7-methoxy-3,4-dihydro-1H-2-benzopyran-4-yl)-N,1-dimethyl-1H-pyrazolo[4,3-c][1,7]naphthyridine-8-carboxamide NC1=NC=2C=NC(=CC2C2=C1C=NN2C)C(=O)N(C)[C@@H]2COCC1=C2C=CC(=C1)OC